(3-chloro-5-fluorophenyl)-5,5-difluoro-4-hydroxy-1,4,5,6-tetrahydrocyclopenta[b]pyrrole-3-carbonitrile ClC=1C=C(C=C(C1)F)N1C2=C(C(=C1)C#N)C(C(C2)(F)F)O